FC(C(=O)[O-])(C(=O)[O-])F.[Li+].[Li+] lithium difluoromalonate